(3R,4S)-4-(2-METHOXYETHOXY)HEPT-6-ENE-3-SULFONAMIDE COCCO[C@H]([C@@H](CC)S(=O)(=O)N)CC=C